Methyl 4-((4-(2-(5-phenyl-1H-imidazol-2-yl)pyridin-4-yl)-1H-pyrazol-1-yl)methyl)benzoate trifluoroacetate salt FC(C(=O)O)(F)F.C1(=CC=CC=C1)C1=CN=C(N1)C1=NC=CC(=C1)C=1C=NN(C1)CC1=CC=C(C(=O)OC)C=C1